FC(C=1N=CN(C1)CC1CC2(CN(C2)C(=O)N2C[C@H](CC2)C(=O)N)C1)(F)F (3S)-1-[6-[[4-(trifluoromethyl)imidazol-1-yl]methyl]-2-azaspiro[3.3]heptane-2-carbonyl]pyrrolidine-3-carboxamide